(3E)-3-[2-(dimethylamino)ethylidene]-1-[4-({2-fluoro-3-methyl-4-[(1-methyl-1,3-benzodiazol-5-yl)oxy]phenyl}amino)pyrido[3,4-d]pyrimidin-6-yl]pyrrolidin-2-one CN(C\C=C/1\C(N(CC1)C1=CC2=C(N=CN=C2NC2=C(C(=C(C=C2)OC2=CC3=C(N(C=N3)C)C=C2)C)F)C=N1)=O)C